(S)-1-(aminomethyl)-5-chloro-8-((5-(difluoromethyl)-1-methyl-1H-1,2,3-triazol-4-yl)methoxy)-7-fluoro-3,4-dihydroisoquinoline-2(1H)-carboxylic acid tert-butyl ester C(C)(C)(C)OC(=O)N1[C@@H](C2=C(C(=CC(=C2CC1)Cl)F)OCC=1N=NN(C1C(F)F)C)CN